ClC=1C=C2C=NN(C2=C(C1)C(=O)NC1CC2(CCC2)C1)CC1=CC=C(C=C1)C1=CC(=NC=C1)OCC (Ra)-6-(5-Chloro-1-(4-(2-ethoxypyridin-4-yl)benzyl)-1H-indazol-7-carboxamido)spiro-[3.3]heptan